Cl.CNC1CCC2=C(C=C(S2)C2=CC=CC=C2)C1 N-methyl-2-phenyl-4,5,6,7-tetrahydrobenzothiophen-5-amine hydrochloride